2-((3-(2,6-dioxopiperidin-3-yl)-1-methyl-1H-indazol-7-yl)oxy)-acetic acid O=C1NC(CCC1C1=NN(C2=C(C=CC=C12)OCC(=O)O)C)=O